5-(2,6-diethylpiperazin-1-yl)-2,3-dihydro-1,4-benzodioxine C(C)C1N(C(CNC1)CC)C1=CC=CC=2OCCOC21